(R)-4-(((4-oxochroman-7-yl)oxy)(2-(trifluoromethyl)pyridin-4-yl)methyl)benzamide O=C1CCOC2=CC(=CC=C12)O[C@H](C1=CC=C(C(=O)N)C=C1)C1=CC(=NC=C1)C(F)(F)F